CC1=C(C=CC(=C1)C)S(=O)(=O)C1=C(C(=CC=C1)F)C(F)(F)F 1-((2,4-dimethylphenyl)sulfonyl)-3-fluoro-2-(trifluoromethyl)benzene